C1(CC1)C1=NOC(=N1)C1CN(CC1)C(CC1=NOC=C1)=O 1-(3-(3-cyclopropyl-1,2,4-oxadiazol-5-yl)pyrrolidin-1-yl)-2-(isoxazol-3-yl)ethan-1-one